ClC1=CC(=NC(=C1)C=1C=NN2C1C=C(C=C2)C(F)(F)F)C2CN(CCC2)C(=O)OC(C)(C)C tert-butyl 3-(4-chloro-6-(5-(trifluoromethyl)pyrazolo[1,5-a]pyridin-3-yl) pyridin-2-yl)piperidine-1-carboxylate